C(C)C1=NC(=NO1)C=1C=C(C=CC1)C(C(=O)O)C(=O)O 2-(3-(5-ethyl-1,2,4-oxadiazol-3-yl)phenyl)malonic acid